(R)-l-N-t-butylglycinyl-N-(6-(trifluoromethoxy)benzo[d]thiazol-2-yl)pyrrolidine-2-carboxamide N[C@@H](C(C)(C)C)C(=O)N(C(=O)[C@@H]1NCCC1)C=1SC2=C(N1)C=CC(=C2)OC(F)(F)F